4-(1-(3-((1,3-dihydroxypropan-2-yl)oxy)-2,2-bis(hydroxymethyl)propyl)-1H-1,2,3-triazol-4-yl)butanoic acid OCC(CO)OCC(CN1N=NC(=C1)CCCC(=O)O)(CO)CO